(R)-2-(((5-(tert-butyl)-4-chloro-2-hydroxyphenyl)amino)methyl)-4-chloro-N,1-dimethyl-N-(pyrrolidin-3-yl)-1H-imidazole-5-carboxamide C(C)(C)(C)C=1C(=CC(=C(C1)NCC=1N(C(=C(N1)Cl)C(=O)N([C@H]1CNCC1)C)C)O)Cl